(4-(4-(17-((2-(2,6-dioxopiperidin-3-yl)-1,3-dioxoisoindolin-4-yl)amino)-2-oxo-6,9,12,15-tetraoxo-3-azaheptadecyl)piperazin-1-yl)-2-methoxyphenyl)-6-(1H-pyrazol-5-yl)picolinamide O=C1NC(CCC1N1C(C2=CC=CC(=C2C1=O)NCCC(CCC(CCC(CCC(CCNC(CN1CCN(CC1)C1=CC(=C(C=C1)C=1C(=NC(=CC1)C1=CC=NN1)C(=O)N)OC)=O)=O)=O)=O)=O)=O)=O